COC=1C=C(C=CC1OC)C=1NC2=CC=C(C=C2C1C(C)C)C1CCN(CC1)C(CN1C[C@H](CCC1)C(=O)N1C(CCC1C)C)=O 1-(4-(2-(3,4-dimethoxyphenyl)-3-isopropyl-1H-indol-5-yl)piperidin-1-yl)-2-((3S)-3-(2,5-dimethylpyrrolidine-1-carbonyl)piperidin-1-yl)ethan-1-one